NN1CCC(CC1)C(CN1CCN(CC1)C1=CC=C(C=C1)C1C(NC(CC1)=O)=O)C 3-(4-(4-(2-(1-aminopiperidin-4-yl)propyl)piperazin-1-yl)phenyl)piperidine-2,6-dione